CC1=C(C=CC=C1N)N The molecule is a diamine that is toluene in which both of the hydrogens ortho- to the methyl group are replaced by amino groups. It has a role as a mutagen. It is a diamine and a primary amino compound. It derives from a hydride of a toluene.